tert-butyl (1R,5S)-1-ethyl-3,8-diazabicyclo[3.2.1]octane-8-carboxylate C(C)[C@]12CNC[C@H](CC1)N2C(=O)OC(C)(C)C